N-methyl-2-pyrrolidoneamide CNC(=O)N1C(CCC1)=O